CN([C@H]1CN(C[C@@H]1F)C1=CC=C(C=C1)N1C=NC(=C1)NC=1N=CC(=NC1)C#N)C 5-((1-(4-((3S,4S)-3-(Dimethylamino)-4-fluoropyrrolidin-1-yl)phenyl)-1H-imidazol-4-yl)amino)pyrazine-2-carbonitrile